C(C)(C)N1C(C(=CC(=C1)B1OC(C(O1)(C)C)(C)C)BC1=NC=C(C=C1)N1[C@H](CN(CC1)C1COC1)C)=O (S)-1-isopropyl-3-((5-(2-methyl-4-(oxetan-3-yl)piperazin-1-yl)pyridin-2-yl)boranyl)-5-(4,4,5,5-tetramethyl-1,3,2-dioxaborolan-2-yl)pyridin-2(1H)-one